3-(CYCLOHEPTYLOXY)PROPANAL C1(CCCCCC1)OCCC=O